BrC=1NC(=NN1)N 5-bromo-4H-1,2,4-triazol-3-amine